2-methyl-1,3-Propylene glycol CC(CO)CO